C(\C=C/C(=O)O)(=O)O.C(\C=C/C(=O)O)(=O)O.C(C)(C)(C)C=1NC(=C(N1)C1=CC=C2C(=N1)N(C(=N2)N)CC(C)(C)C)C2=CC=C(C=C2)F 5-[2-tert-butyl-5-(4-fluoro-phenyl)-1H-imidazol-4-yl]-3-(2,2-dimethyl-propyl)-3H-imidazo[4,5-b]pyridin-2-ylamine dimaleate